N-(acetamidomethyl)benzothiazin-4-one C(C)(=O)NCN1SC2=C(C(C1)=O)C=CC=C2